3-(5-nitrothiophen-2-yl)acrylic acid [N+](=O)([O-])C1=CC=C(S1)C=CC(=O)O